1-((5-(3-(2,6-dichlorophenyl)azetidin-1-yl)pyridin-2-yl)methyl)-3-methylazetidin-3-yl acetate C(C)(=O)OC1(CN(C1)CC1=NC=C(C=C1)N1CC(C1)C1=C(C=CC=C1Cl)Cl)C